7-(((3-hydroxypropyl)amino)methyl)-5,6,7,8-tetrahydro-1,6-naphthyridine-2-carboxylic acid hydrochloride Cl.OCCCNCC1NCC=2C=CC(=NC2C1)C(=O)O